C7-iodo-2,2-dimethyl-2,3-dihydro-benzofuran IC1=CC=CC=2CC(OC21)(C)C